OCC1(OC2=C(OC1)C=CC=C2N2CCNCC2)CO 3,3-Bis(hydroxymethyl)-5-(piperazin-1-yl)-2,3-dihydro-1,4-benzodioxine